ClC=1C=C(C=C(C1)Cl)N1CCN(CC1)S(=O)(=O)C1=CC=C(C=C1)NC(C=1C=C(C(=O)N(CCO)CCO)C=CC1N(S(=O)(=O)C)C)=O N3-(4-((4-(3,5-dichlorophenyl)piperazin-1-yl)sulfonyl)phenyl)-N1,N1-bis(2-hydroxyethyl)-4-(N-methylmethylsulfonamido)isophthalamide